Methyl 2-((4-(6-hydroxypyridin-2-yl)cyclohex-3-en-1-yl)methyl)-1-(2-methoxyethyl)-1H-thieno[2,3-d]imidazole-5-carboxylate OC1=CC=CC(=N1)C1=CCC(CC1)CC=1N(C2=C(N1)SC(=C2)C(=O)OC)CCOC